(R)-1-phenyl-2-(phenylseleno)ethan-1-ol C1(=CC=CC=C1)[C@H](C[Se]C1=CC=CC=C1)O